tert-butyl 6-[4-bromo-5-(6-chloro-1-tetrahydropyran-2-yl-indazol-4-yl)-1-methyl-imidazol-2-yl]-2-azaspiro[3.3]heptane-2-carboxylate BrC=1N=C(N(C1C1=C2C=NN(C2=CC(=C1)Cl)C1OCCCC1)C)C1CC2(CN(C2)C(=O)OC(C)(C)C)C1